trifluoro-4,6-dinitro-o-toluidine FC(C=1C(N)=C(C=C(C1)[N+](=O)[O-])[N+](=O)[O-])(F)F